(2S)-6-[[(1S,3S)-3-methoxycarbonylcyclohexyl]amino]-2-methyl-5-nitro-3,4-dihydro-2H-quinoline-1-carboxylic acid methyl ester COC(=O)N1[C@H](CCC2=C(C(=CC=C12)N[C@@H]1C[C@H](CCC1)C(=O)OC)[N+](=O)[O-])C